4-ethoxypicolineamide C(C)OC1=CC(=NC=C1)C(=O)N